2-(4-(6-((4-cyano-2-fluorobenzyl)oxy)-5-fluoropyridin-2-yl)-2,5-difluorobenzyl)-1-((3S,4R)-4-methyltetrahydrofuran-3-yl)-1H-benzo[d]imidazole-6-carboxylic acid C(#N)C1=CC(=C(COC2=C(C=CC(=N2)C2=CC(=C(CC3=NC4=C(N3[C@@H]3COC[C@@H]3C)C=C(C=C4)C(=O)O)C=C2F)F)F)C=C1)F